O.O.[Na+].[Na+].OC1=CC(=CC2=CC(=CC(=C12)O)S(=O)(=O)[O-])S(=O)(=O)[O-] 4,5-dihydroxynaphthalene-2,7-disulfonic acid disodium salt dihydrate